CC=1CC(CC1C)CCN[C@@H]1C=C([C@@H]([C@@H]([C@H]1O)O)O)CF (1S,2S,3S,6R)-6-((2-(3,4-dimethylcyclopent-3-en-1-yl)ethyl)amino)-4-(fluoromethyl)cyclohex-4-ene-1,2,3-triol